CN(C)C=C(C(=O)OCC)C(C(C)OC)=O ethyl 2-((dimethylamino) methylene)-4-methoxy-3-oxopentanoate